(7-fluoro-1H-indol-3-yl)((3R,5R)-4-(2-fluoro-4-methoxybenzoyl)-3,5-dimethylpiperazin-1-yl)methanone FC=1C=CC=C2C(=CNC12)C(=O)N1C[C@H](N([C@@H](C1)C)C(C1=C(C=C(C=C1)OC)F)=O)C